C(C)(C)(C)C1=CC=C(C=C1)S(=O)(=O)NC1=NC=NC(=C1OC1=C(C=CC=C1)OC)Cl 4-t-butyl-N-[6-chloro-5-(2-methoxyphenoxy)-4-pyrimidinyl]benzenesulfonamide